rac-(1R,2S)-2-(4-bromo-6-chloro-1-(tetrahydro-2H-pyran-2-yl)-1H-indazol-5-yl)cyclopropane-1-carbaldehyde BrC1=C2C=NN(C2=CC(=C1[C@@H]1[C@@H](C1)C=O)Cl)C1OCCCC1 |r|